ClC=1C=C2N=CC(=NC2=CC1)OC1=CC=C(O[C@H](C(=O)O)C)C=C1 (S)-2-(4-((6-chloroquinoxalin-2-yl)oxy)phenoxy)propanoic acid